CN1C[C@@H]([C@H](CC1)NC(=O)C1=CC(=CC=2N(C=NC21)CC(F)(F)F)C#CCNC(C2=CN=C(C=C2)OC)=O)C N-[(3S,4S)-1-methyl-3-methyl-4-piperidyl]-6-[3-(6-methoxynicotinoylamino)-1-propynyl]-1-(2,2,2-trifluoroethyl)-1H-1,3-benzimidazole-4-carboxamide